(S)-N-(4-(2-(4-chlorophenyl)but-3-yn-2-yl)thiazol-2-yl)-3-(hydroxymethyl)-azetidine-1-carboxamide ClC1=CC=C(C=C1)[C@](C)(C#C)C=1N=C(SC1)NC(=O)N1CC(C1)CO